Cl.FC1=C(C=CC2=C1CN=S2(=O)C)N2C(N(C=C2)C=2N(N=C1C2[C@@H](NCC1)C)C1=CC(=C(C(=C1)C)F)C)=O 4-fluoro-5-{3-[(4S)-2-(4-fluoro-3,5-dimethylphenyl)-4-methyl-4,5,6,7-tetrahydropyrazolo[4,3-c]pyridin-3-yl]-2-oxoimidazol-1-yl}-1-methyl-3H-1λ6-benzo[2,1-d][1,2]thiazol-1-one HCl salt